ClC1=C(C=2N=C(N=C(C2C=N1)N1CCC(CCC1)C#N)OC[C@]12CCCN2[C@@H](CC1)CO)F 1-(7-Chloro-8-fluoro-2-(((3S,7aS)-3-(hydroxymethyl)tetrahydro-1H-pyrrolizin-7a(5H)-yl)methoxy)pyrido[4,3-d]pyrimidin-4-yl)azepane-4-carbonitrile